N-(4-(4-amino-1-methyl-7-(1-(tetrahydro-2H-pyran-4-yl)-1H-pyrazol-4-yl)-1H-pyrazolo[4,3-c]pyridin-3-yl)-2-((4-fluoro-benzyl)oxy)phenyl)-1,1-difluoromethane-sulfonamide NC1=NC=C(C2=C1C(=NN2C)C2=CC(=C(C=C2)NS(=O)(=O)C(F)F)OCC2=CC=C(C=C2)F)C=2C=NN(C2)C2CCOCC2